5-(3-hydroxyphenyl)furan-2-carboxylic acid ethyl ester C(C)OC(=O)C=1OC(=CC1)C1=CC(=CC=C1)O